C(C)(=O)SC1CC(C1)OCC1=CC=CC=C1 S-(3-(benzyloxy) cyclobutyl) thioacetate